FC(OC1=NC(=CC=C1NC(=O)C1(CN(C1)C1COC1)C1=C(C=CC=C1)C(C)C)C)F N-(2-(difluoromethoxy)-6-methylpyridin-3-yl)-3-(2-isopropylphenyl)-1-(oxetan-3-yl)azetidine-3-carboxamide